(5-(benzo[d]oxazol-5-yl)-2,3-dihydro-1H-inden-1-yl)piperidine-4-carboxylic acid O1C=NC2=C1C=CC(=C2)C=2C=C1CCC(C1=CC2)N2CCC(CC2)C(=O)O